C1(CC1)[C@H](C)NC(=O)C=1N(C=C(N1)C=1C=C(C=CC1)C=1OC(=CN1)C(=O)NC(CC)CC)COCC[Si](C)(C)C (S)-2-(3-(2-((1-cyclopropylethyl)carbamoyl)-1-((2-(trimethylsilyl)ethoxy)methyl)-1H-imidazol-4-yl)phenyl)-N-(pentan-3-yl)oxazole-5-carboxamide